tert-butyl (R)-2-ethynylpyrrolidine-1-carboxylate Tert-butyl-(R)-2-formylpyrrolidine-1-carboxylate C(C)(C)(C)OC(=O)N1[C@H](CCC1)C=O.C(#C)[C@@H]1N(CCC1)C(=O)OC(C)(C)C